2-(3,4-dimethoxyphenyl)-3-(propan-2-yl)-5-{5-[1-(propan-2-yl)piperidin-4-yl]-1,3,4-oxadiazol-2-yl}-1H-indole COC=1C=C(C=CC1OC)C=1NC2=CC=C(C=C2C1C(C)C)C=1OC(=NN1)C1CCN(CC1)C(C)C